N=C1N=C(C2=C(N1)N(C(N(C2=O)C)=O)C)C2=CNC1=CC=CC=C21 7-Imino-5-(1H-indol-3-yl)-1,3-dimethyl-7,8-dihydropyrimido[4,5-d]pyrimidine-2,4(1H,3H)-dione